(R)-4-methyl-3,4-dihydro-2H-benzo[b][1,4,5]oxathiazepine 1,1-dioxide C[C@@H]1CNS(C2=C(O1)C=CC=C2)(=O)=O